ClC=1N=CN(C1)C=1N=C2N(N1)[C@@H](C[C@@H]2F)C2=CC=CC=C2 (5s,7s)-2-(4-chloroimidazol-1-yl)-7-fluoro-5-phenyl-6,7-dihydro-5H-pyrrolo[1,2-b][1,2,4]triazole